FC1=C(C=C(C(=C1)C(F)(F)F)F)NS(=O)(=O)C1=CNC(=C1)C1=C(C=CC=C1OC)F N-[2,5-difluoro-4-(trifluoromethyl)phenyl]-5-(2-fluoro-6-methoxy-phenyl)-1H-pyrrole-3-sulfonamide